6-bromo-5-fluoro-3-methyl-1,2-benzoxazole BrC1=CC2=C(C(=NO2)C)C=C1F